C(C)(C)(C)OC(NC=1C=NNC1)=O 1H-pyrazol-4-yl-carbamic acid tert-butyl ester